(3R)-4-amino-N-((2S)-1-methoxy-2-propanyl)-3-methyl-N-((6-(trifluoromethyl)-3-pyridazinyl)methyl)-1,3-dihydrofuro[3,4-c][1,7]naphthyridine-8-carboxamide NC1=NC=2C=NC(=CC2C2=C1[C@H](OC2)C)C(=O)N(CC=2N=NC(=CC2)C(F)(F)F)[C@H](COC)C